3-(3-(ethylthio)phenyl)-5-methylpyrazol-4-ol C(C)SC=1C=C(C=CC1)C1=NNC(=C1O)C